ClC1=NC=CC(=C1)OCC1CN(CC1)C1=NC=NC2=C1SC=1N=NC(=C(C12)C)C 8-[3-[(2-chloro-4-pyridinyl)oxymethyl]pyrrolidin-1-yl]-3,4-dimethyl-pyrimido[4',5':4,5]thieno[2,3-c]pyridazine